NCCCN1CCN(CC1)CCCN bisaminopropyl-piperazin